C(N)(=O)CNCC(=O)O Carbamoylmethyl-(l)-glycine